4'-(3-methoxy-4-(4-methyl-1H-imidazol-1-yl)benzoyl)-[1,1'-biphenyl]-4-carboxylic acid methyl ester COC(=O)C1=CC=C(C=C1)C1=CC=C(C=C1)C(C1=CC(=C(C=C1)N1C=NC(=C1)C)OC)=O